N-[1-(dicyclopropylmethyl)-2-[[5-[3,5-dimethyl-1-(2-trimethylsilylethoxymethyl)pyrazol-4-yl]-4-methoxy-2-pyridyl]amino]-2-oxo-ethyl]-2-ethyl-pyrazole-3-carboxamide C1(CC1)C(C(C(=O)NC1=NC=C(C(=C1)OC)C=1C(=NN(C1C)COCC[Si](C)(C)C)C)NC(=O)C=1N(N=CC1)CC)C1CC1